(R)- and (S)-2-amino-3-hydroxy-3-methylbutanoic acid N[C@@H](C(=O)O)C(C)(C)O |r|